OCCCCCCCC\C=C/CCCCCCCC(=O)O.C(\C=C\C1=CC=C(C=C1)O)(=O)NCCC1=CC=C(C=C1)O p-coumaroyltyramine 18-hydroxyoleate